3-(2-aminoethyl-(2-carboxyethyl)amino)propionic acid NCCN(CCC(=O)O)CCC(=O)O